N-(5-((2R,4S,5R)-5-((Bis(4-methoxyphenyl)(phenyl)methoxy)methyl)-4-hydroxytetrahydrofuran-2-yl)-3-nitro-6-(4-nitrophenethoxy)pyridin-2-yl)acetamide COC1=CC=C(C=C1)C(OC[C@@H]1[C@H](C[C@@H](O1)C=1C=C(C(=NC1OCCC1=CC=C(C=C1)[N+](=O)[O-])NC(C)=O)[N+](=O)[O-])O)(C1=CC=CC=C1)C1=CC=C(C=C1)OC